4-(cyclobutylamino)-N-(2-methoxy-6-methylphenyl)-2-((4-(4-methylpiperazin-1-yl)phenyl)amino)pyrimidine-5-carboxamide C1(CCC1)NC1=NC(=NC=C1C(=O)NC1=C(C=CC=C1C)OC)NC1=CC=C(C=C1)N1CCN(CC1)C